FC1=CC=C(CC2C(N(C(N(C2=O)C)=O)C)=O)C=C1 5-(4-fluorobenzyl)-1,3-dimethylbarbituric acid